N[C@H](C(=O)OCN1N=CC(=C1)C=1SC=C(N1)C(NC=1C(=NN(C1)C1CCC(CC1)OCC)C1=NC(=CC=C1F)F)=O)C(C)(C)C (4-(4-((3-(3,6-difluoropyridin-2-yl)-1-((1r,4r)-4-ethoxycyclohexyl)-1H-pyrazol-4-yl)carbamoyl)thiazol-2-yl)-1H-pyrazol-1-yl)methyl (S)-2-amino-3,3-dimethylbutanoate